methyl 3-methoxy-4-((5-((methoxycarbonyl)amino)-3-methyl-7-(((5-methylisoxazol-3-yl)methyl)amino)-1H-pyrazolo[4,3-d]pyrimidin-1-yl)methyl)benzoate COC=1C=C(C(=O)OC)C=CC1CN1N=C(C=2N=C(N=C(C21)NCC2=NOC(=C2)C)NC(=O)OC)C